CC(C)(C)S(=O)(=O)C1=CC=CC=C1 ((1,1-Dimethylethyl)sulfonyl)benzene